2-((5-(3-ethyl-1,2,4-oxadiazol-5-yl)-2-methylphenyl)amino)-1-(1-methyl-1H-indol-3-yl)ethan-1-one C(C)C1=NOC(=N1)C=1C=CC(=C(C1)NCC(=O)C1=CN(C2=CC=CC=C12)C)C